methyl 4-(6-chloro-4,9-dihydro-3H-pyrido[3,4-b]indol-1-yl)butanoate ClC=1C=C2C3=C(NC2=CC1)C(=NCC3)CCCC(=O)OC